1-[(1H-indazol-7-yl)methyl]-3-(p-tolyl)thiourea N1N=CC2=CC=CC(=C12)CNC(=S)NC1=CC=C(C=C1)C